C1=CC=C(C=C1)CCCC(=O)OCC(COC(=O)CCCC2=CC=CC=C2)OC(=O)CCCC3=CC=CC=C3 Glyceryl Tri-(4-phenylbutyrate)